6-chloro-4-{[2-methoxy-3-(1-methyl-1H-imidazo[1,2-b]pyrazol-6-yl)phenyl]amino}pyridazine-3-carboxylic acid ClC1=CC(=C(N=N1)C(=O)O)NC1=C(C(=CC=C1)C=1C=C2N(N1)C=CN2C)OC